(S)-N-(4-cyano-3-trifluoromethyl-phenyl)-3-(5-fluoro-benzoimidazol-1-yl)-2-hydroxy-2-methyl-propionamide C(#N)C1=C(C=C(C=C1)NC([C@@](CN1C=NC2=C1C=CC(=C2)F)(C)O)=O)C(F)(F)F